FC1=C(C=CC(=C1)C1=NN(C=N1)C1=CC=C(C=C1)OC(F)(F)F)NC(=O)\N=C\1/SCC(N1C1=C(C=CC(=C1)C)C(C)C)=O (Z)-1-(2-fluoro-4-(1-(4-(trifluoromethoxy)phenyl)-1H-1,2,4-triazol-3-yl)phenyl)-3-(3-(2-isopropyl-5-methylphenyl)-4-oxothiazolidin-2-ylidene)urea